C(C)(C)(C)OC(=O)N1CC=C(CC1)C=1C=NC(=C(C1)C(NC1=CC=C(C=C1)NC(C)=O)=O)N tert-butyl-5-((4-acetamidophenyl) carbamoyl)-6-amino-5',6'-dihydro-[3,4'-bipyridine]-1'(2'H)-carboxylate